2-amino-4-(2'-bromoacetyl)benzonitrile NC1=C(C#N)C=CC(=C1)C(CBr)=O